N-(3-Fluoro-4-((4-(trifluoromethyl)benzyl)amino)phenyl)dodecanamid FC=1C=C(C=CC1NCC1=CC=C(C=C1)C(F)(F)F)NC(CCCCCCCCCCC)=O